tert-butyl 4-[2-bromo-4-[(2,6-dioxo-3-piperidyl)oxy]phenyl]piperidine-1-carboxylate BrC1=C(C=CC(=C1)OC1C(NC(CC1)=O)=O)C1CCN(CC1)C(=O)OC(C)(C)C